10-(1-((2-(1-(2-hydroxyethyl)-1H-pyrazol-4-yl)-6-methylpyridin-3-yl)amino)ethyl)-8-methyl-4,5-dihydro-3H,6H-2,2a,5a-triazaaceanthrylen-6-one OCCN1N=CC(=C1)C1=NC(=CC=C1NC(C)C=1C=C(C=C2C(N3CCCN4N=CC(C12)=C43)=O)C)C